FC1=C2C=C(N(C2=CC(=C1)F)C)C(C(F)(F)F)O 1-(4,6-difluoro-1-methylindol-2-yl)-2,2,2-trifluoroethanol